(2s,4s)-4-(4-(3-amino-1H-indazol-6-yl)-1H-1,2,3-triazol-1-yl)-N-(3-chloro-4-((4-methylpiperazin-1-yl)methyl)phenyl)pyrrolidine-2-carboxamide NC1=NNC2=CC(=CC=C12)C=1N=NN(C1)[C@H]1C[C@H](NC1)C(=O)NC1=CC(=C(C=C1)CN1CCN(CC1)C)Cl